CC1=CC=C(C=C1)S(=O)(=O)O.F/C=C(\CN)/COC1=CC2=C(N=C(O2)N2CC(CC2)C)C=C1 (E)-3-fluoro-2-(((2-(3-methyl-pyrrolidin-1-yl)-benzo[d]oxazol-6-yl)oxy)methyl)-prop-2-en-1-amine 4-methylbenzene-sulfonate